2-Chloro-N-[(S)-{5-[4-(3,3-difluoroazetidine-1-carbonyl)tetrahydropyran-4-yl]-4-fluoro-1H-benzimidazol-2-yl}(4,4-difluorocyclohexyl)methyl]thiazole-5-sulfonamide ClC=1SC(=CN1)S(=O)(=O)N[C@@H](C1CCC(CC1)(F)F)C1=NC2=C(N1)C=CC(=C2F)C2(CCOCC2)C(=O)N2CC(C2)(F)F